P(O)(O)O.C(CCCCCCCC)C1=CC=C(C=C1)O.C(CCCCCCCC)C1=CC=C(C=C1)O.C(CCCCCCCC)C1=CC=C(C=C1)O tri(4-nonylphenol) phosphite